ClC1=CC=C2[C@H](C[C@H](C2=C1)O)C1=CC=CC=C1 |r| racemic-cis-6-chloro-3-phenyl-indan-1-ol